C(C)OC(\C=C\C1=C2CCN(CC2=CC=C1)CC1=CC=CC=C1)=O (E)-3-(2-benzyl-1,2,3,4-tetrahydroisoquinolin-5-yl)acrylic acid ethyl ester